bis[(2s)-2-benzyl-3-(cis-hexahydroisoindol-2-carbonyl)propionic acid] monocalcium dihydrate O.O.[Ca].C(C1=CC=CC=C1)[C@H](C(=O)O)CC(=O)N1CC2=CCCCC2C1.C(C1=CC=CC=C1)[C@H](C(=O)O)CC(=O)N1CC2=CCCCC2C1